3-(2-hydroxyethyl)isoxazole-5-carboxamide OCCC1=NOC(=C1)C(=O)N